N1-(2-(1H-1,2,4-triazol-1-yl)ethyl)-N4-(3,3-dimethyl-2,3-dihydro-1H-inden-1-yl)benzene-1,4-diamine N1(N=CN=C1)CCNC1=CC=C(C=C1)NC1CC(C2=CC=CC=C12)(C)C